CC1=C(CNC(=O)C2=CN=C3N2C=CC=C3)C=C(C=C1)C(NC1=CC(=CC(=C1)C(F)(F)F)N1C=NC(=C1)C)=O N-(2-methyl-5-((3-(4-methyl-1H-imidazol-1-yl)-5-(trifluoromethyl)phenyl)carbamoyl)benzyl)imidazo[1,2-a]pyridine-3-carboxamide